2,4-dimethyl-docosanoic acid CC(C(=O)O)CC(CCCCCCCCCCCCCCCCCC)C